(pyrimidin-4-yl)urea N1=CN=C(C=C1)NC(=O)N